4-hydroxy-2-oxo-N-((R)-1-phenylethyl)-3,4-dihydro-2H-pyrido[1,2-a]pyrimidine-3-carboxamide OC1C(C(N=C2N1C=CC=C2)=O)C(=O)N[C@H](C)C2=CC=CC=C2